6-fluoro-7-methylindol-4-ol FC=1C=C(C=2C=CNC2C1C)O